tert-butyl-(3-iodopropoxy)dimethylsilane methyl-5-amino-3-methyl-1,2-thiazole-4-carboxylate COC(=O)C=1C(=NSC1N)C.C(C)(C)(C)[Si](C)(C)OCCCI